5-fluoro-4-(5-fluoro-1,1-dimethyl-2,3-dihydro-1H-benzo[d]pyrrolo[1,2-a]imidazol-7-yl)-N-(5-((5-methylhexahydropyrrolo[3,4-c]pyrrol-2(1H)-yl)methyl)pyridin-2-yl)pyrimidin-2-amine FC=1C(=NC(=NC1)NC1=NC=C(C=C1)CN1CC2CN(CC2C1)C)C1=CC2=C(N=C3N2C(CC3)(C)C)C(=C1)F